C(C(C)C)C1=CC=C(C=C1)C(C(/C=C/C1(CC1)N1C(C2=CC=CC=C2C1=O)=O)=O)C (E)-2-(1-(4-(4-isobutylphenyl)-3-oxopent-1-en-1-yl)cyclopropyl)isoindoline-1,3-dione